(+-)-trans-N-[8-chloro-6-[4-(1,1-difluoroethyl)-3-pyridinyl]-3-isoquinolinyl]-2-cyano-cyclopropanecarboxamide ClC=1C=C(C=C2C=C(N=CC12)NC(=O)[C@H]1[C@@H](C1)C#N)C=1C=NC=CC1C(C)(F)F |r|